CN(CCC1=C(NC(=C1C(=O)N)C1=CC=CC=C1)C1=CC=C(C=C1)OC(F)(F)F)C (2-(dimethylamino)ethyl)-5-phenyl-2-(4-(trifluoromethoxy)phenyl)Azole-4-carboxamide